(1R,5S,6r) or (1R,5S,6s)-6-(((3-fluoro-6-(1-methyl-1H-pyrazol-4-yl)pyrazolo[1,5-a]pyridin-4-yl)oxy)methyl)-3-azabicyclo[3.1.1]heptane FC=1C=NN2C1C(=CC(=C2)C=2C=NN(C2)C)OCC2[C@H]1CNC[C@@H]2C1